CN1N=CC2=C1C(=NN(C2=O)CC(=O)N[C@@H](C)C2=CC=C(C=C2)OC(F)(F)F)C (S)-2-(1,7-Dimethyl-4-oxo-1,4-dihydro-5H-pyrazolo[3,4-d]pyridazin-5-yl)-N-(1-(4-(trifluoro-methoxy)phenyl)ethyl)acetamid